[K+].O1CC(C1)C(=O)[O-] oxetane-3-carboxylic acid potassium salt